ClC1=CC(=C(C=C1)C=1C=C(C=CC1)CC(=O)NC(C(=O)OCC)(C)C)C1=CC(=CC=C1)C#N 1-Ethyl 2-[[2-[3-[4-chloro-2-(3-cyano phenyl)phenyl]phenyl]acetyl]amino]-2-methyl-propanoate